NC1=NC=CC=C1C1=NC=2C(=NC(=CC2)C)N1C=1C=C2CC[C@@H](C2=CC1)NC1CCN(CC1)C(C=C)=O (S)-1-(4-((5-(2-(2-aminopyridin-3-yl)-5-methyl-3H-imidazo[4,5-b]pyridin-3-yl)-2,3-dihydro-1H-inden-1-yl)amino)piperidin-1-yl)prop-2-en-1-one